ClC=1C=C2C(=NC=NC2=C(C1C1=C(C=CC=C1O)F)F)N1CCN(CC1)C(=O)\C(\C#N)=C\C1=NC=CC=C1 (E)-2-(4-(6-chloro-8-fluoro-7-(2-fluoro-6-hydroxyphenyl)quinazolin-4-yl)piperazine-1-carbonyl)-3-(pyridin-2-yl)acrylonitrile